2-({2-[(4-chloro-2-methoxyphenyl)methoxy]-3-methyl-5,6,7,8-tetrahydro-1,7-naphthyridin-7-yl}methyl)-7-fluoro-1-{[(2S)-oxetan-2-yl]methyl}-1H-1,3-benzodiazole-6-carboxylic acid ClC1=CC(=C(C=C1)COC1=NC=2CN(CCC2C=C1C)CC1=NC2=C(N1C[C@H]1OCC1)C(=C(C=C2)C(=O)O)F)OC